N-[[6-[(3-methoxyphenyl)methyl-methyl-amino]-2-pyridyl]sulfonyl]-2-(2,2,4-trimethylpyrrolidin-1-yl)pyridine-3-carboxamide COC=1C=C(C=CC1)CN(C1=CC=CC(=N1)S(=O)(=O)NC(=O)C=1C(=NC=CC1)N1C(CC(C1)C)(C)C)C